NNC([O-])=O Aminocarbamat